ClC=1C=C(C=C2CCN(C12)C(CC=1C(=NC=CC1)Cl)=O)C1=NC(=NC=C1)NC1=CC=NN1C 1-(7-chloro-5-(2-((1-methyl-1H-pyrazol-5-yl)amino)pyrimidin-4-yl)indolin-1-yl)-2-(2-chloropyridin-3-yl)ethan-1-one